CC1=CC=CC(=N1)C=1N=CC2=C(N1)N(CCC2)C2=CC=NC=C2C(=O)N 4-(2-(6-methylpyridin-2-yl)-6,7-dihydropyrido[2,3-d]pyrimidin-8(5H)-yl)nicotinamide